FC=1C=C(C=CC1C(F)(F)F)[C@H](C(=O)N1CCN(CC1)C=1C2=C(N=CN1)[C@@H](C[C@H]2C)O)CNC2CCOCC2 (S)-2-(3-fluoro-4-(trifluoromethyl)phenyl)-1-(4-((5R,7R)-7-hydroxy-5-methyl-6,7-dihydro-5H-cyclopenta[d]pyrimidin-4-yl)piperazin-1-yl)-3-(tetrahydro-2H-pyran-4-ylamino)propan-1-one